C(#N)CCNC1=NC(=CC(=C1)C=1C=C(C#N)C=CC1C1=NN=CN1C)C=O 3-{2-[(2-cyanoethyl)amino]-6-formylpyridin-4-yl}-4-(4-methyl-1,2,4-triazol-3-yl)benzonitrile